CSN1C(CCC1=O)=O N-methylthio-succinimide